7-(5-fluoro-2-(((3S,4R)-3-hydroxytetrahydro-2H-pyran-4-yl)amino)pyrimidin-4-yl)-1-isopropyl-N-methyl-4-oxo-1,4-dihydroquinoline-2-carboxamide FC=1C(=NC(=NC1)N[C@H]1[C@@H](COCC1)O)C1=CC=C2C(C=C(N(C2=C1)C(C)C)C(=O)NC)=O